N-(8-amino-7-chloro-6-(4-methylpyridin-3-yl)isoquinolin-3-yl)-3-(tert-butyldiphenylsilyloxy)bicyclo[3.1.0]Hexane-6-carboxamide NC=1C(=C(C=C2C=C(N=CC12)NC(=O)C1C2CC(CC12)O[Si](C1=CC=CC=C1)(C1=CC=CC=C1)C(C)(C)C)C=1C=NC=CC1C)Cl